2-chloro-4-fluorobenzylamino-9-β-D-arabinofuranosylpurine ClC1=C(CNC2=NC=C3N=CN(C3=N2)[C@H]2[C@@H](O)[C@H](O)[C@H](O2)CO)C=CC(=C1)F